[Fe]([3H])[3H] iron tritide